C(C)(C)(C)[Si](OC)(OC)C t-butylmethyldimethoxysilane